4-(4-acryloyl-2-methylpiperazin-1-yl)-6-cyclopropyl-1-(2-isopropyl-4-methylpyridin-3-yl)-7-phenylpyrido[2,3-d]pyrimidin-2(1H)-one C(C=C)(=O)N1CC(N(CC1)C=1C2=C(N(C(N1)=O)C=1C(=NC=CC1C)C(C)C)N=C(C(=C2)C2CC2)C2=CC=CC=C2)C